2-amino-3,5-difluorobenzyl alcohol NC1=C(CO)C=C(C=C1F)F